methyl chloromethylsulfonate ClCS(=O)(=O)OC